methyl 6-([1,4'-bipiperidine]-1'-carbonyl)-3-(9-((4-(aminomethyl)-2,6-dimethylphenyl)carbamoyl)-4,5-dihydrobenzo[b]thieno[2,3-d]oxepin-8-yl)picolinate N1(CCCCC1)C1CCN(CC1)C(=O)C1=CC=C(C(=N1)C(=O)OC)C=1C(=CC2=C(OCCC3=C2SC=C3)C1)C(NC1=C(C=C(C=C1C)CN)C)=O